N-(2-aminoethyl)ethanolamine NCCNCCO